3-(Methylamino)cyclobutyl (8-amino-7-fluoro-6-(8-methyl-2,3-dihydro-1H-pyrido[2,3-b][1,4]oxazin-7-yl)isoquinolin-3-yl)carbamate NC=1C(=C(C=C2C=C(N=CC12)NC(OC1CC(C1)NC)=O)C1=C(C2=C(OCCN2)N=C1)C)F